1,2-di-oleoyl-sn-glycero-3-phosphate sodium salt [Na+].C(CCCCCCC\C=C/CCCCCCCC)(=O)OC[C@@H](OC(CCCCCCC\C=C/CCCCCCCC)=O)COP(=O)([O-])[O-].[Na+]